BrC=1C=C(C=C(C1)N1[C@@H](CCC1)C)C(C)N(C)C 1-(3-bromo-5-((R)-2-methylpyrrolidin-1-yl)phenyl)-N,N-dimethylethan-1-amine